4-(10-(3-(4,6-diphenyl-1,3,5-triazin-2-yl)phenyl)anthracen-9-yl)benzonitrile C1(=CC=CC=C1)C1=NC(=NC(=N1)C1=CC=CC=C1)C=1C=C(C=CC1)C1=C2C=CC=CC2=C(C2=CC=CC=C12)C1=CC=C(C#N)C=C1